COCOC1=C(C=CC=C1)C=1N=NC=2NC=3CCN([C@@H](C3C2C1)C)C1CCC(CC1)CN1CCN(CC1)C(=O)OC(C)(C)C tert-butyl 4-[[4-[(3R)-12-[2-(methoxymethoxy)phenyl]-3-methyl-4,8,10,11-tetrazatricyclo[7.4.0.02,7]trideca-1(9),2(7),10,12-tetraen-4-yl]cyclohexyl]methyl]piperazine-1-carboxylate